C1(=CC=CC=C1)N(C1=CC=C(C=CC2=C(C=C(C(=C2)OC)C=CC2=CC=C(C=C2)N(C2=CC=CC=C2)C2=CC=CC=C2)OCC(CCCC)CC)C=C1)C1=CC=CC=C1 2,5-bis[4-(diphenylamino)styryl]-1-(2-ethylhexyloxy)-4-methoxybenzene